2,6-diacetyl-pyridine C(C)(=O)C1=NC(=CC=C1)C(C)=O